3-([1,1'-biphenyl]-4-yl)propan-2-yn-1-ol C1(=CC=C(C=C1)C#CCO)C1=CC=CC=C1